C1(CCCCC1)N1CCN(CC1)C(=O)C=1C=C2C(=NN=C(C2=CC1NC)NC(C)C=1C(=C(C#N)C=CC1)C)C 3-(1-((6-(4-cyclohexylpiperazine-1-carbonyl)-4-methyl-7-(methylamino)phthalazin-1-yl)amino)ethyl)-2-methylbenzonitrile